[N+](=O)([O-])C1=CC=C(C=C1)NC1=NC=CC2=C1C=CO2 N-(4-Nitrophenyl)furo[3,2-c]Pyridin-4-amine